bis-biphenyl phosphate P(=O)(O)(O)O.C1(=CC=CC=C1)C1=CC=CC=C1.C1(=CC=CC=C1)C1=CC=CC=C1